(2-amino-6-(4-fluoro-1H-pyrrolo[2,3-b]pyridin-5-yl)imidazo[1,2-a]pyridin-3-yl)((1S,2S)-2-fluorocyclopropyl)methanone NC=1N=C2N(C=C(C=C2)C=2C(=C3C(=NC2)NC=C3)F)C1C(=O)[C@H]1[C@H](C1)F